ClC1=NC(=CC(=C1)C1(CC2(COC2)C1)C(=O)N(NC)C(=S)N)Cl 2-(6-(2,6-dichloropyridin-4-yl)-2-oxaspiro[3.3]heptane-6-carbonyl)-N-methyl-thiosemicarbazide